tert-butyldiphenyl((1,1,1-trifluoro-3-isothiocyanatopropan-2-yl)oxy)silane C(C)(C)(C)[Si](OC(C(F)(F)F)CN=C=S)(C1=CC=CC=C1)C1=CC=CC=C1